C(C)(C)(C)OC(N(CC=1N(N=C(C1I)C)C)CCOC=1N(N=CC1C=1C=C2C(=NN(C2=CC1)C1OCCCC1)C#C)C)=O N-[2-[4-(3-ethynyl-1-tetrahydropyran-2-yl-indazol-5-yl)-2-methyl-pyrazol-3-yl]oxyethyl]-N-[(4-iodo-2,5-dimethyl-pyrazol-3-yl)methyl]carbamic acid tert-butyl ester